4-(4-ethoxyphenyl)-3-hydroxymethyl-1-methylpiperidine C(C)OC1=CC=C(C=C1)C1C(CN(CC1)C)CO